2-[6-(4-chloro-phenoxy)hexyl]-1-cyano-3-pyridin-4-ylguanidine ClC1=CC=C(OCCCCCCN=C(NC#N)NC2=CC=NC=C2)C=C1